S(CC(C(=O)OC)NC(=O)OCC1=CC=CC=C1)CC(C(=O)OC)NC(=O)OCC1=CC=CC=C1 Dimethyl 3,3'-thiobis(2-(((benzyloxy)carbonyl)amino)propanoate)